9-[(4-methoxyphenyl)methyl]-1,4-dioxa-9-azaspiro[4.5]decane-6-carboxylic acid COC1=CC=C(C=C1)CN1CCC(C2(OCCO2)C1)C(=O)O